C(CCC(=O)C)(=O)O[C@@H]1[C@H]([C@H]([C@H](SC2=CC=C(C=C2)C)O[C@H]1C)O)O para-Methylphenyl 4-O-levulinoyl-1-thio-α-L-rhamnopyranoside